BrC=1C=C(C=CC1)C(CCOCC(C#N)(C)C)(C(C)=O)C 3-((3-(3-bromophenyl)-3-methyl-4-oxopentyl)oxy)-2,2-dimethylpropanenitrile